C1(=CC=CC=C1)N1CC2=CC=CC=C2C=N1 2-phenyl-2,3-naphthyridine